FC1=CC=C(C(=O)N2[C@@H](C=3N(CC2)C(=NC3N3C(CCC3)=O)C3=NC(=NS3)C)C)C=C1 (R)-1-(7-(4-fluorobenzoyl)-8-methyl-3-(3-methyl-1,2,4-thiadiazol-5-yl)-5,6,7,8-tetrahydroimidazo[1,5-a]pyrazin-1-yl)-pyrrolidin-2-one